NC[C@@]1([C@@H]2CCN(C[C@H]12)C1=CNC2=C(N1)NN=C2C2=C1C=CC=NC1=C(C=C2)S(=O)(=O)F)C2=C(C=CC=C2)F 5-(6-((1S,6R,7R)-7-(aminomethyl)-7-(2-fluorophenyl)-3-azabicyclo[4.1.0]heptan-3-yl)-4,7-dihydro-1H-pyrazolo[3,4-b]pyrazin-3-yl)quinoline-8-sulfonyl fluoride